3-bromo-4'-(2,2-diethoxyethoxy)-2-methyl-1,1'-biphenyl BrC=1C(=C(C=CC1)C1=CC=C(C=C1)OCC(OCC)OCC)C